N-(4-piperidinylmethyl)-4-(trifluoromethyl)benzenesulfonamide N1CCC(CC1)CNS(=O)(=O)C1=CC=C(C=C1)C(F)(F)F